1,3-bis(4-amino-2-carboxyphenoxy)benzene NC1=CC(=C(OC2=CC(=CC=C2)OC2=C(C=C(C=C2)N)C(=O)O)C=C1)C(=O)O